FC(C(=O)O)(F)F.C(C)C1=C2C=CC(=CC2=CC=C1)O 5-ethylnaphthalene-2-ol 2,2,2-Trifluoroacetate salt